C1(CC1)C(=O)OCCC1=C(C=C(C=C1)C=1C=NC(=CC1)C=1C=NN(C1N)C)C(F)(F)F [4-[6-(5-amino-1-methyl-pyrazol-4-yl)-3-pyridinyl]-2-(trifluoromethyl) phenyl]Ethyl cyclopropanecarboxylate